C1(CCCCC1)N1CC(N(C2(CN(C2)C2=NC=C(C#N)C=C2)C1=O)CC1=CC=C(C=C1)C(F)(F)F)=O 6-(8-cyclohexyl-6,9-dioxo-5-(4-(trifluoromethyl)benzyl)-2,5,8-triazaspiro[3.5]nonan-2-yl)nicotinonitrile